CC1=CC=CC=C1CO[C@H]2C[C@@]3(CC[C@]2(O3)C)C(C)C (-)-2-exo-(2-methylbenzyloxy)-1-methyl-4-isopropyl-7-oxabicyclo[2.2.1]Heptane